((3S,5R)-5-(2,6-dichloropyridin-4-yl)-4-(4-methoxybenzyl)morpholin-3-yl)methyl methanesulfonate CS(=O)(=O)OC[C@H]1N([C@@H](COC1)C1=CC(=NC(=C1)Cl)Cl)CC1=CC=C(C=C1)OC